3-acetyl-8-bromo-5-chloro-2-((2-methoxyphenyl)thio)quinolin-4(1H)-one C(C)(=O)C1=C(NC2=C(C=CC(=C2C1=O)Cl)Br)SC1=C(C=CC=C1)OC